7-bromo-6-[(2-chloro-5-fluorophenyl)(hydroxy)methyl]-5-fluoro-1-[(4-methoxyphenyl)methyl]-2,3-dihydro-1H-benzo[d]imidazol-2-one BrC1=C(C(=CC2=C1N(C(N2)=O)CC2=CC=C(C=C2)OC)F)C(O)C2=C(C=CC(=C2)F)Cl